2-Hydroxy-4-methyl-6,7-dihydro-5H-cyclopenta[1,2-b]pyridine-3-carbonitrile OC1=C(C(=C2C(=N1)CCC2)C)C#N